C1(CCCC1)N1N=CC(=C1)CC1=CC=C(C=C1)C1=NOC(C1)(O)C(F)(F)F 3-{4-[(1-cyclopentyl-1H-pyrazol-4-yl)methyl]phenyl}-5-(trifluoromethyl)-4,5-dihydro-1,2-oxazol-5-ol